2-chloro-3-(propanoylamino)-4-(trifluoromethoxy)benzoic acid ClC1=C(C(=O)O)C=CC(=C1NC(CC)=O)OC(F)(F)F